7-(2-((4-(3,6-diazabicyclo[3.1.1]heptan-3-yl)-2-cyclopropylphenyl)amino)-5-(trifluoromethyl)pyrimidin-4-yl)-3,4-dihydrothieno[2,3-f][1,4]thiazepin-5(2H)-one 1,1-dioxide C12CN(CC(N1)C2)C2=CC(=C(C=C2)NC2=NC=C(C(=N2)C2=CC1=C(C(NCCS1(=O)=O)=O)S2)C(F)(F)F)C2CC2